7-bromo-2-methoxy-5'-methyl-1,2,3,4,4a,9a-hexahydrospiro[fluorene-9,2'-imidazole]-4'-amine BrC1=CC=C2C3CCC(CC3C3(N=C(C(=N3)N)C)C2=C1)OC